7-(imidazol-1-ylmethyl)-2-(1H-pyrazol-4-yl)-12-oxa-3-thia-6-azatricyclo[6.4.1.04,13]trideca-1,4(13),7-trien-5-one N1(C=NC=C1)CC=1NC(C=2SC(=C3OCCCC1C32)C=3C=NNC3)=O